NC/C(/CN1N=CN(C1=O)CC=1SC2=C(C1)C=C(C=C2)C2C(N(C1=CC=CC=C1C2)C)=O)=C\F [2-({1-[(2E)-2-(aminomethyl)-3-fluoroprop-2-en-1-yl]-5-oxo-1,5-dihydro-4H-1,2,4-triazol-4-yl}methyl)-1-benzothien-5-yl]-1-methyl-3,4-dihydroquinolin-2(1H)-one